(S)-2-[2-(1-ethyl-1H-pyrazole-4-carbonyl)-6-(3-methyl-1H-pyrrolo[2,3-b]pyridin-5-yl)-1,2,3,4-tetrahydro-isoquinolin-8-yl]pyrrolidine-1-carboxylic acid tert-butyl ester C(C)(C)(C)OC(=O)N1[C@@H](CCC1)C=1C=C(C=C2CCN(CC12)C(=O)C=1C=NN(C1)CC)C=1C=C2C(=NC1)NC=C2C